C(OCC1C2CCC#CCCC12)(OC1=CC=C(C=C1)[N+](=O)[O-])=O Bicyclo[6.1.0]non-4-yn-9-ylmethyl (4-nitrophenyl) carbonate